ON1C(NC=C([C@H]2[C@H](O)[C@H](O)[C@@H](CO)O2)C1=O)=O N'-hydroxypseudouridine